C1(CC1)C=1O\C(\C2(C(C(=NN2C2=CC=CC=C2)C2=CC=CC=C2)C2=CC=CC=C2)C1)=N/S(=O)(=O)C1=CC=C(C=C1)C (Z)-N-(8-cyclopropyl-1,3,4-triphenyl-7-oxa-1,2-diazaspiro[4.4]nona-2,8-dien-6-ylidene)-4-methylbenzenesulfonamide